dimethyl-({5-[(3R)-3-methylmorpholin-4-yl]-3-(1H-pyrazol-5-yl)-[1,2]thiazolo[4,5-b]pyridin-7-yl}imino)-λ^6-sulfanone CS(=O)(=NC1=C2C(=NC(=C1)N1[C@@H](COCC1)C)C(=NS2)C2=CC=NN2)C